ammonium hydroxid ethyl-1-cyclopropyl-1H-pyrazole-4-carboxylate C(C)OC(=O)C=1C=NN(C1)C1CC1.[OH-].[NH4+]